titanium (ii) (1r,4r)-N,N-dimethyl-4-((4-(methylamino)-5-(1,5-naphthyridin-2-yl)-7H-pyrrolo[2,3-d]pyrimidin-2-yl)amino)cyclohexane-1-carboxamide CN(C(=O)C1CCC(CC1)NC=1N=C(C2=C(N1)NC=C2C2=NC1=CC=CN=C1C=C2)NC)C.[Ti+2]